N(=C=O)CCC[Si](OC(C)C)(OC(C)C)OC(C)C 3-Isocyanato-propyltriisopropoxysilan